ClCC(=O)N1CC(C2=C1C=C(C=1N2C(N(N1)C(CO)(C)C)=O)CC1=C(C=C(C=C1)F)F)(C)C 6-(2-Chloroacetyl)-4-(2,4-difluorobenzyl)-2-(1-hydroxy-2-methylpropan-2-yl)-8,8-dimethyl-2,6,7,8-tetrahydro-1H-pyrrolo[2,3-e][1,2,4]triazolo[4,3-a]pyridin-1-one